Racemic-tert-butyl 4-(((3S,4R)-4-(4-cyanophenyl)-1-methylpyrrolidin-3-yl)methyl)-5-cyclopropyl-7-methyl-1H-indole-1-carboxylate C(#N)C1=CC=C(C=C1)[C@H]1[C@@H](CN(C1)C)CC1=C2C=CN(C2=C(C=C1C1CC1)C)C(=O)OC(C)(C)C |r|